FC(C=1C=C(C=C(C1)C(F)(F)F)NC1=NC=C(C(=N1)NC1=CC=C2CCNCC2=C1)C=1C=NN(C1)C)(F)F N2-(3,5-bis(trifluoromethyl)phenyl)-5-(1-methyl-1H-pyrazol-4-yl)-N4-(1,2,3,4-tetrahydroisoquinolin-7-yl)pyrimidine-2,4-diamine